C1(CC2C(CC1)O2)CC[Si](OCC)(OCC)OCC 2-(3,4-epoxycyclohexyl)ethyl(triethoxy)silane